C(C)(C)NC(O[C@H]1C[C@H](CC1)C1=CC(=NN1)NC1=CC=C2C(=N1)CCS2(=O)=O)=O (1R,3S)-3-(3-((1,1-dioxido-2,3-dihydrothieno[3,2-b]pyridin-5-yl)amino)-1H-pyrazol-5-yl)cyclopentyl isopropylcarbamate